NCCCCCCNC(O)=O (6-aminohexyl)carbamic acid